C(C)OC1=NC2=C(N1CC1=CC=C(C=C1)C1=CC(=CC=C1C1=NOC(N1)=O)C1=CC=CC=C1)C(=CC=C2)C(=O)O 2-ethoxy-1-((6'-(5-oxo-4,5-dihydro-1,2,4-oxadiazol-3-yl)-[1,1':3',1''-terphenyl]-4-yl)methyl)-1H-benzo[d]imidazole-7-carboxylic acid